6-methyl-4-[(1-methylcyclopropyl)amino]-N-(oxetan-4-yl)furo[2,3-d]pyrimidine-5-carboxamide CC1=C(C2=C(N=CN=C2NC2(CC2)C)O1)C(=O)NC1CCO1